FC=1C=C(C=C(C1)F)C[C@@H](C(=O)OCCCCCCCCCCCCCCCCCCC)N[P@](=O)(OC1=CC=CC=C1)OC1=C(C(=C(C(=C1F)F)F)F)F nonadecyl (S)-3-(3,5-difluorophenyl)-2-(((S)-(perfluorophenoxy)(phenoxy)phosphoryl)amino)propanoate